[Si](C)(C)(C(C)(C)C)O[C@@H]1CN(CCC1)C1=C(N[C@H](C)C=2C=C(C=C3C(N(C(=NC23)N2CCOCC2)C)=O)C)C=CC=C1 8-[(1R)-1-[2-[(3S)-3-[tert-butyl(dimethyl)silyl]oxy-1-piperidyl]anilino]ethyl]-3,6-dimethyl-2-morpholino-quinazolin-4-one